(S,E)-3-(4-chlorophenyl)-N'-((4-chlorophenyl)sulfonyl)-4-phenyl-N-((R)-2-sulfamoylpropyl)-4,5-dihydro-1H-pyrazole-1-carboximidamide ClC1=CC=C(C=C1)C1=NN(C[C@@H]1C1=CC=CC=C1)/C(/NC[C@@H](C)S(N)(=O)=O)=N/S(=O)(=O)C1=CC=C(C=C1)Cl